4-[(2,4-dimethoxyphenyl)methyl]-6-iodo-2-methyl-7,8-dihydro-6H-pyrazolo[1,5-a][1,3]diazepin-5-one COC1=C(C=CC(=C1)OC)CN1C=2N(CCC(C1=O)I)N=C(C2)C